C(CCC)C1(CN(C2=C(S(C1)(=O)=O)C=C(C(=C2)SC)CNC(C(=O)O)CCC(=O)O)C2=CC=CC=C2)CCCC 2-(((3,3-dibutyl-7-methylsulfanyl-1,1-dioxo-5-phenyl-2,3,4,5-tetrahydrobenzo[b][1,4]thiazepin-8-yl)methyl)amino)glutaric acid